dibutyltin para-toluenesulfonate CC1=CC=C(C=C1)S(=O)(=O)[O-].C(CCC)[Sn+2]CCCC.CC1=CC=C(C=C1)S(=O)(=O)[O-]